2-chloro-4-[3-(6,7-dihydro-5H-pyrazolo[1,5-a]pyrimidin-4-yl)-7,8-dihydro-5H-1,6-naphthyridin-6-yl]-6-fluoro-quinazoline ClC1=NC2=CC=C(C=C2C(=N1)N1CC=2C=C(C=NC2CC1)N1C=2N(CCC1)N=CC2)F